(1-phenylethyl)acetamide C1(=CC=CC=C1)C(C)CC(=O)N